5-[4-[(3-methylthiophen-2-yl)carbonylamino]phenyl]-1H-naphtho[1,2-b][1,4]diazepine CC1=C(SC=C1)C(=O)NC1=CC=C(C=C1)N1C2=C(NCC=C1)C1=CC=CC=C1C=C2